4-(4-chloro-6-(diethylamino)pyridinylamino)-2-methylbenzoic acid ClC1=CC(=NC(=C1)N(CC)CC)NC1=CC(=C(C(=O)O)C=C1)C